N1C(=CC=2C=NC=CC21)\C=C\2/C(NC1=C(C=C(C(=C21)C)C2=C(C1=C(OCCN1)N=C2)C)F)=O (Z)-3-((1H-pyrrolo[3,2-c]pyridin-2-yl)methylene)-7-fluoro-4-methyl-5-(8-methyl-2,3-dihydro-1H-pyrido[2,3-b][1,4]oxazin-7-yl)indolin-2-one